1,4-di-Boc-piperazine C(=O)(OC(C)(C)C)N1CCN(CC1)C(=O)OC(C)(C)C